1-(3-bromopropyl)-2,2,5,5-tetramethyl-1,2,5-azadisilolidine BrCCCN1[Si](CC[Si]1(C)C)(C)C